Cl.N[C@@H](CCCCN)C(=O)O L-Lysine MonoHCL